[Cl-].[Cl-].ClC1=CC=CC(=C1)Cl 2,4-dichlorobenzene dichloride